O=C1NC(CCC1N1C(C2=CC=C(C=C2C1=O)N1CC(C1)C1CN(C1)C(=O)OC(C)(C)C)=O)=O tert-butyl 1'-(2-(2,6-dioxopiperidin-3-yl)-1,3-dioxoisoindolin-5-yl)-[3,3'-biazetidine]-1-carboxylate